N-(3-{[cyclobutyl(methyl)amino]methyl}phenyl)-7-methoxy-5-[2-(triisopropylsilyl)ethynyl]pyrido[2,3-d]pyrimidin-2-amine C1(CCC1)N(C)CC=1C=C(C=CC1)NC=1N=CC2=C(N1)N=C(C=C2C#C[Si](C(C)C)(C(C)C)C(C)C)OC